bis(4-chlorobenzyl) diazene-1,2-dicarboxylate N(=NC(=O)OCC1=CC=C(C=C1)Cl)C(=O)OCC1=CC=C(C=C1)Cl